C(C)(=O)N1C(CC(C2=CC(=CC=C12)C1=CC=C(C=C1)N1CCC(CC1)N1CCN(CC1)CC=1C=C(C=CC1)N1C(NC(CC1)=O)=O)NC1=CC=C(C=C1)Cl)C 1-(3-((4-(1-(4-(1-acetyl-4-((4-chlorophenyl)amino)-2-methyl-1,2,3,4-tetrahydroquinolin-6-yl)phenyl)piperidin-4-yl)piperazin-1-yl)methyl)phenyl)dihydropyrimidine-2,4(1H,3H)-dione